NC1=C(SC2=NC(=CC=C21)C)C(=O)N[C@H]2COC1=C(C2)C=CC(=C1)N1[C@@H]([C@H]([C@@H](C1)OC)N)C 3-amino-N-[(3R)-7-[(2R,3R,4R)-3-amino-4-methoxy-2-methylpyrrolidin-1-yl]-3,4-dihydro-2H-1-benzopyran-3-yl]-6-methylthieno[2,3-b]pyridine-2-carboxamide